C(C)OC(=O)C1CN(C1)C1=C(C=C2C(C(=CN(C2=N1)C1=NC=NS1)C(=O)O)=O)F 7-[3-(ethoxycarbonyl)azetidin-1-yl]-6-fluoro-4-oxo-1-(1,2,4-thiadiazol-5-yl)-1,4-dihydro-1,8-naphthyridine-3-carboxylic acid